[C@H]1([C@@H](O)[C@@H](O)[C@H](O)[C@H](O1)CO)OCCN(C(CN(C(CCCCC(=O)ON1C(CCC1=O)=O)=O)CC(N(CCO[C@@H]1[C@@H](O)[C@@H](O)[C@H](O)[C@H](O1)CO)CCO[C@@H]1[C@@H](O)[C@@H](O)[C@H](O)[C@H](O1)CO)=O)=O)CCO[C@@H]1[C@@H](O)[C@@H](O)[C@H](O)[C@H](O1)CO 2,5-Dioxopyrrolidin-1-yl 6-{bis[2-(bis{2-[(α-D-mannopyranosyl)oxy]ethyl}amino)-2-oxoethyl]amino}-6-oxohexanoate